CC(C#N)(C)C=1OC(=NN1)C1=CC2=C(C(C[C@@H](C(N2CC2=CC=C(C=C2)C2=NC=C(C=C2)C(F)F)=O)N)(F)F)C=C1F 2-methyl-2-[5-[(3S)-3-amino-1-[[4-[5-(difluoromethyl)-2-pyridyl]phenyl]methyl]-5,5,7-trifluoro-2-oxo-3,4-dihydro-1-benzazepin-8-yl]-1,3,4-oxadiazol-2-yl]propanenitrile